5-chloro-7-(1-methylcyclobutyl)-2-(methylthio)imidazo[5,1-f][1,2,4]triazine ClC=1N=C(N2N=C(N=CC21)SC)C2(CCC2)C